1-tert-butyl-3-[5-cyclopropyl-4-[5-[(4R)-3,3-dimethyl-4-piperidyl]pyrimidin-2-yl]isoxazol-3-yl]pyrazolo[3,4-d]pyrimidin-4-amine C(C)(C)(C)N1N=C(C=2C1=NC=NC2N)C2=NOC(=C2C2=NC=C(C=N2)[C@H]2C(CNCC2)(C)C)C2CC2